3-(4-(2-methoxy-2-oxoethyl)phenyl)propionic acid COC(CC1=CC=C(C=C1)CCC(=O)O)=O